4-(2,6-difluoro-4-fluorophenyl)-N-(2,6-difluoro-phenyl)-1,3-dimethyl-1H-pyrazol-5-amine FC1=C(C(=CC(=C1)F)F)C=1C(=NN(C1NC1=C(C=CC=C1F)F)C)C